ClC=1C(=NC=CC1)O[C@@H]1CN(CC1)C1=C(C=C(C=C1)C(=O)C1=CC=C(C=C1)C)CCO (S)-(4-(3-(3-chloropyridin-2-yloxy)pyrrolidin-1-yl)-3-(2-hydroxyethyl)phenyl)(p-tolyl)methanone